7-bromo-6-fluoro-3-(isoquinolin-4-yl)quinazoline-2,4(1H,3H)-dione BrC1=C(C=C2C(N(C(NC2=C1)=O)C1=CN=CC2=CC=CC=C12)=O)F